2-(2,5-dichlorophenyl)-N-[1-(3,5-difluorophenyl)-5-oxopyrrolidin-3-yl]acetamid ClC1=C(C=C(C=C1)Cl)CC(=O)NC1CN(C(C1)=O)C1=CC(=CC(=C1)F)F